OC[C@@H]1NCCOC1 (S)-3-hydroxymethylmorpholine